4-(5-(3-(1-(methoxymethyl)cyclopropyl)-1H-pyrazol-1-yl)-2-(pyridin-4-yl)pyrazolo[1,5-a]pyrimidin-7-yl)morpholine COCC1(CC1)C1=NN(C=C1)C1=NC=2N(C(=C1)N1CCOCC1)N=C(C2)C2=CC=NC=C2